1,2-dihydropyridine-2-one N1C(C=CC=C1)=O